(3-bromomethylphenyl)boric acid BrCC=1C=C(C=CC1)OB(O)O